5-(4-chloro-2-fluorophenyl)-7-((2S)-2-(3-methoxy-phenyl)-4-morpholinyl)-2,3-dimethylpyrido[4,3-d]pyrimidin-4(3H)-one ClC1=CC(=C(C=C1)C1=NC(=CC=2N=C(N(C(C21)=O)C)C)N2C[C@@H](OCC2)C2=CC(=CC=C2)OC)F